N-(4-{3-[2,4-dihydroxy-6-methoxy-3-(3-methyl-but-2-enyl)-phenyl]-3-oxo-propenyl}-phenyl)-methanesulphonamide OC1=C(C(=CC(=C1CC=C(C)C)O)OC)C(C=CC1=CC=C(C=C1)NS(=O)(=O)C)=O